tert-butyl ((1R,2R,4S)-7-(5-iodo-3-methyl-4-oxo-7-((2-(trimethylsilyl)ethoxy)methyl)-4,7-dihydro-3H-pyrrolo[2,3-d]pyrimidin-2-yl)-7-azabicyclo[2.2.1]heptan-2-yl)carbamate IC1=CN(C=2N=C(N(C(C21)=O)C)N2[C@H]1[C@@H](C[C@@H]2CC1)NC(OC(C)(C)C)=O)COCC[Si](C)(C)C